3-(2-(tert-butylamino)-2-oxoacetyl)-N-(4-fluoro-3-methylphenyl)-5,6,7,8-tetrahydroindolizine-1-carboxamide C(C)(C)(C)NC(C(=O)C1=CC(=C2CCCCN12)C(=O)NC1=CC(=C(C=C1)F)C)=O